(R)-2-(4-bromo-2-fluorophenoxy)-3-methylbutyric acid BrC1=CC(=C(O[C@@H](C(=O)O)C(C)C)C=C1)F